C(CCCC)N(C=1C=C2OC=3C=C(C(=CC3C3(C2=CC1)OC(C1=CC=CC=C13)=O)NC1=CC=CC=C1)C)CCCCC 6'-(dipentylamino)-3'-methyl-2'-(phenylamino)-spiro[isobenzofuran-1(3H),9'-[9H]xanthene]-3-one